(S)-2-((7-(6-((4-cyano-2-fluorobenzyl)oxy)pyridin-2-yl)-5-fluoro-2,3-dihydrobenzofuran-4-yl)methyl)-4-methoxy-1-(oxetane-2-ylmethyl)-1H-benzo[d]imidazole-6-carboxylic acid C(#N)C1=CC(=C(COC2=CC=CC(=N2)C2=CC(=C(C=3CCOC32)CC3=NC2=C(N3C[C@H]3OCC3)C=C(C=C2OC)C(=O)O)F)C=C1)F